C(C)(C)(C)OC(NC(CCNC1=C(C=NC=C1C(NC1=CC(=C(C=C1)F)F)=O)Cl)C)=O.N1C(=CC=C1)C1=CC=C(C=C1)C(C1=CC=C(C=C1)C)C1=C(C=C(C=C1)Br)O (4-pyrrolylphenyl)(2-hydroxy-4-bromophenyl)(4-methylphenyl)methane tert-butyl-N-[3-[[3-chloro-5-[(3,4-difluorophenyl)carbamoyl]-4-pyridyl]amino]-1-methyl-propyl]carbamate